(R)-1-(2-aminopyrimidin-5-yl)-3-(1-(5-chloro-7-fluoro-3-methylbenzofuran-2-yl)-2,2,2-trifluoroethyl)urea NC1=NC=C(C=N1)NC(=O)N[C@@H](C(F)(F)F)C=1OC2=C(C1C)C=C(C=C2F)Cl